6-(furan-2-yl)-5-(trifluoromethyl)pyridine-2-carboxylic acid methyl ester COC(=O)C1=NC(=C(C=C1)C(F)(F)F)C=1OC=CC1